2-(bis(4-methoxybenzyl)amino)-4-(pentan-2-ylamino)-6-(4-(pyrrolidin-1-ylmethyl)benzyl)pyrimidine COC1=CC=C(CN(C2=NC(=CC(=N2)NC(C)CCC)CC2=CC=C(C=C2)CN2CCCC2)CC2=CC=C(C=C2)OC)C=C1